FC1=C(C=CC=C1C(F)(F)F)[C@@H](C)NC(=O)C1=NN(C(C=C1)=O)C=1C=NC=C(C1)C1=CN=NN1CCO N-{(R)-1-[2-fluoro-3-(trifluoromethyl)phenyl]ethyl}-1-{5-[1-(2-hydroxyethyl)-1H-1,2,3-triazol-5-yl]-3-pyridyl}-6-oxo-1,6-dihydropyridazine-3-carboxamide